ClC1=C(C=C(C=C1)NC1=NC=C(C(=N1)NC=1C=C(C=CC1)NC(C=C)=O)F)O[C@H]1COCC1 (R)-N-(3-(2-(4-chloro-3-(tetrahydrofuran-3-yloxy)phenylamino)-5-fluoropyrimidin-4-ylamino)phenyl)acrylamide